1-methyl-4,4'-bipiperidine dihydrochloride Cl.Cl.CN1CCC(CC1)C1CCNCC1